Methyl 2-chloro-6-((4-methoxybenzyl)oxy)nicotinate ClC1=C(C(=O)OC)C=CC(=N1)OCC1=CC=C(C=C1)OC